(9H-fluoren-9-yl)methyl (4-hydroxybenzyl)carbamate OC1=CC=C(CNC(OCC2C3=CC=CC=C3C=3C=CC=CC23)=O)C=C1